C(CCCC)SC=1C=CC(=C(C1C#N)C#N)SCCCCC 3,6-dipentylthio-4,5-dicyanobenzene